O[C@@H]1CC[C@H](CC1)N1C(C=2C=C(C=CC2C2=C1N=C(N=C2)N[C@@H](C)CCC)CN2CCN(CC2)C2=CC=NC=C2)=O trans-5-(4-Hydroxycyclohexyl)-3-(((S)-pentan-2-yl)amino)-8-((4-(pyridin-4-yl)piperazin-1-yl)methyl)pyrimido[4,5-c]isoquinolin-6(5H)-one